N1=CC(=CC2=CC=CC=C12)NC(=O)NCC1=CC=C(C=C1)C(F)(F)F 1-quinolin-3-yl-3-[4-(trifluoromethyl)benzyl]urea